IC(C)(O)C1=CC=CC=C1 iodophenyl-1-ethanol